[O-2].[Li+].[Pb+2] lead lithium oxide